4,4'-butylidene-bis(6-tert-butyl-3-methyl-phenol) C(CCC)(C1=C(C=C(C(=C1)C(C)(C)C)O)C)C1=C(C=C(C(=C1)C(C)(C)C)O)C